(6-(5-(2-methoxyquinoline-6-yl)pyridin-3-yl)-2,6-diazaspiro[3.3]heptane-2-yl)(6-methylpyridin-3-ylmethanone) COC1=NC2=CC=C(C=C2C=C1)C=1C=C(C=NC1)N1CC2(CN(C2)C(=O)C=2C=NC(=CC2)C)C1